F[C@H](C1(COC1)C=1C=C(C=CC1)N1C(C2=CC(=CC(=C2C1)C(F)(F)F)CN1C[C@H](OCCC1)C)=O)C1=NN=CN1C 2-(3-(3-((R)-fluoro(4-methyl-4H-1,2,4-triazol-3-yl)methyl)oxetan-3-yl)phenyl)-6-(((R)-2-methyl-1,4-oxazepan-4-yl)methyl)-4-(trifluoromethyl)isoindolin-1-one